N-{8'-bromo-4'H-spiro[cyclopropane-1,5'-naphtho[2,1-d][1,2]oxazol]-3'-yl}-2-fluoro-6-methoxy-3-methylbenzenesulfonamide BrC1=CC=C2C3(CC=4C(=NOC4C2=C1)NS(=O)(=O)C1=C(C(=CC=C1OC)C)F)CC3